3-fluorobenzyl(1-methyl-4-(6-methyl-5-(methylsulfonamido) pyridin-2-yl)-1H-1,2,3-triazol-5-yl)carbamate FC=1C=C(CN(C([O-])=O)C2=C(N=NN2C)C2=NC(=C(C=C2)NS(=O)(=O)C)C)C=CC1